5-ethynyl-6-fluoro-4-(8-fluoro-2-(((2R,7aS)-2-fluorotetrahydro-1H-pyrrolizin-7a(5H)-yl)methoxy)-4-(2,6-diazaspiro[3.5]nonan-6-yl)quinazolin-7-yl)naphthalen-2-ol C(#C)C1=C2C(=CC(=CC2=CC=C1F)O)C1=CC=C2C(=NC(=NC2=C1F)OC[C@]12CCCN2C[C@@H](C1)F)N1CC2(CNC2)CCC1